OCCCCCOC1=CC=C(C=O)C=C1 4-((5-hydroxypentyl)oxy)benzaldehyde